Methyl 2-(2-{[(tert-butoxy) carbonyl] amino} ethyl)-4,5-dihydro-1,3-oxazole-5-carboxylate C(C)(C)(C)OC(=O)NCCC=1OC(CN1)C(=O)OC